N1N=NN=C1C1=C(C=CC=C1)C1=CC=C(C=C1)CN([C@@H](C(C)C)C(=O)O)CC(CCC)N=[N+]=[N-] N-((2'-(1H-tetrazol-5-yl)-[1,1'-biphenyl]-4-yl)methyl)-N-(2-azidopentyl)-L-valine